ClC1=NC=2C=C3C(=CC2N=C1Cl)C=1C=CC=C2C=CC=C3C12 9,10-dichloroacenaphtho[1,2-g]quinoxaline